2-[(4-amino-2-pyridyl)sulfanyl]ethanol NC1=CC(=NC=C1)SCCO